2-[4-[[6-(5-chloropyrimidin-2-yl)-6-azaspiro[2.5]octan-2-yl]methoxymethyl]-2-fluoro-phenyl]-1-[3-[[[(2S,3R,4R,5R)-2,3,4,5,6-pentahydroxyhexyl]amino]methyl]-azetidin-1-yl]ethanone ClC=1C=NC(=NC1)N1CCC2(C(C2)COCC2=CC(=C(C=C2)CC(=O)N2CC(C2)CNC[C@@H]([C@H]([C@@H]([C@@H](CO)O)O)O)O)F)CC1